N[C@@H](CCCCN)C(=O)O.N[C@@H](CCCCN)C(=O)O.[Mg] magnesium dilysine